C1OCC2C1CNC2 1,3,3a,4,6,6a-hexahydrofuro[3,4-c]pyrrole